C(C)(C)N1CCN(CC1)CCCNCC=1C=NC2=CC=C(N=C2C1)C=1C(=NNC1)C1=NC(=CC=C1)C 3-(4-isopropylpiperazin-1-yl)-N-[[6-[3-(6-methyl-2-pyridyl)-1H-pyrazol-4-yl]-1,5-naphthyridin-3-yl]methyl]propan-1-amine